7-methyl-5H,6H,7H,8H-imidazo[1,2-a]pyrazine-2-carboxylic acid CN1CC=2N(CC1)C=C(N2)C(=O)O